methyl 5-(3-oxocyclobutyl)-1H-indole-3-carboxylate O=C1CC(C1)C=1C=C2C(=CNC2=CC1)C(=O)OC